C(C)(C)(C)N(C(O)=O)CC1CCC(CC1)CN.NC1=CC=C(CC2=C(C(=C(N(F)F)C=C2)F)F)C=C1 4-aminobenzyl-trifluoro-2-fluoroaniline tert-butyl-[(1r,4r)-4-(aminomethyl)cyclohexyl]methylcarbamate